C(C)(C)(C)OC(=O)NCCCCCC(=O)NCC1=CC=C(C=C1)C=1SC=C(N1)C(=O)N[C@@H](CO[Si](C)(C)C(C)(C)C)C(=O)N[C@@H](CO)C(=O)[O-] N-(2-(4-((6-((Tert-butoxycarbonyl)amino)hexanamido)methyl)phenyl)thiazole-4-carbonyl)-O-(tert-butyldimethylsilyl)-L-seryl-L-serinate